2-amino-3-(pyrimidin-2-yl)propanoic acid dihydrochloride Cl.Cl.NC(C(=O)O)CC1=NC=CC=N1